N-methyl-amid C[NH-]